N,N-Dimethylaminoisopropanol CC(CN(C)C)O